[NH+]1=CNC=2C=NC=CC21 3H-imidazo[4,5-C]pyridinium